ClC=1C(=NC(=NC1)NC=1C=NN(C1C)C)C1=CC=C2CN(C(C2=C1)=O)[C@@H](C(=O)N[C@H](CO)C1=NC(=CC=C1)N(C)C)C (2R)-2-(6-{5-Chloro-2-[(1,5-dimethyl-1H-pyrazol-4-yl)amino]pyrimidin-4-yl}-1-oxo-2,3-dihydro-1H-isoindol-2-yl)-N-[(1S)-1-[6-(dimethylamino)pyridin-2-yl]-2-hydroxyethyl]propanamid